FC1=CC=C(C=C1)C(N1C[C@@H](N(C[C@H]1C)C1=CC(N(C=2C=CC(=NC12)C#N)C)=O)C)C1=CN=CN1C 8-[(2s,5r)-4-[(4-fluorophenyl)(1-methyl-1H-imidazol-5-yl)methyl]-2,5-dimethylpiperazin-1-yl]-5-methyl-6-oxo-5,6-dihydro-1,5-naphthyridine-2-carbonitrile